(4-(((3R,4R)-1-(2-cyanoacetyl)-4-methylpiperidin-3-yl)(methyl)amino)-7H-pyrrolo[2,3-d]pyrimidin-7-yl)methyl-2-(1-(4-chlorobenzoyl)-5-methoxy-2-methyl-1H-indol-3-yl)acetate C(#N)CC(=O)N1C[C@@H]([C@@H](CC1)C)N(C=1C2=C(N=CN1)N(C=C2)COC(CC2=C(N(C1=CC=C(C=C21)OC)C(C2=CC=C(C=C2)Cl)=O)C)=O)C